2-(2-chloroacetyl)-3-(hydroxymethyl)-2,8-diazaspiro[4.5]decane-8-carboxylic acid tert-butyl ester C(C)(C)(C)OC(=O)N1CCC2(CC(N(C2)C(CCl)=O)CO)CC1